4-amino-5-fluoro-1-[(2R,4S,5R)-4-hydroxy-5-(hydroxymethyl)oxolan-2-yl]pyrimidin-2-one NC1=NC(N(C=C1F)[C@@H]1O[C@@H]([C@H](C1)O)CO)=O